CC1=CC(=NC=C1)NC=1SC=C(N1)C1=NC=CC(=C1)C 4-methyl-N-[4-(4-methyl-2-pyridinyl)-2-thiazolyl]-2-pyridinamine